((2R,3S,4R,5S)-3,4-dihydroxy-5-(1-(1-methylazetidin-3-yl)-2,4-dioxo-1,2,3,4-tetrahydropyrimidin-5-yl)tetrahydrofurane-2-yl)sodium hydrogen phosphate P(=O)(O)(O)O.O[C@@H]1[C@H](O[C@H]([C@@H]1O)C=1C(NC(N(C1)C1CN(C1)C)=O)=O)[Na]